C(#C)C=1C=CC(=NC1)N 5-Ethynylpyridin-2-amine